Br[C@H](C(=O)O)CC(C)C (2S)-2-Bromo-4-methyl-pentanoic acid